N-(3-fluoro-4-((1-isopropyl-2-oxo-2,3-dihydro-1H-imidazo[4,5-b]pyridine-7-yl)oxy)phenyl)-1-(5-methoxypyridine-2-yl)-5-(trifluoromethyl)-1H-pyrazole-4-carboxamide FC=1C=C(C=CC1OC1=C2C(=NC=C1)NC(N2C(C)C)=O)NC(=O)C=2C=NN(C2C(F)(F)F)C2=NC=C(C=C2)OC